(6R,9R,12R)-6,9-dibenzyl-12-isobutyl-2,2-dimethyl-4,7,10-trioxa-3-oxa-5,8,11-triazatridecane-13-oic acid C(C1=CC=CC=C1)[C@H](NOOC(C)(C)C)ON[C@H](ON[C@@H](C(=O)O)CC(C)C)CC1=CC=CC=C1